4-oxo-3-(prop-2-yn-1-yl)hexahydropyrazino[2,1-c][1,4]oxazin-8(1H)-carboxylic acid tert-butyl ester C(C)(C)(C)OC(=O)N1CC2COC(C(N2CC1)=O)CC#C